ClC=1C=C(C=CC1)C=1C(=CC(=CC1Cl)C(C)(C)C1=CC=C(C=C1)OCC1=NC(=NC=C1)S(=O)(=O)C)C#N 3',6-dichloro-4-(2-(4-((2-(methylsulfonyl)pyrimidin-4-yl)methoxy)phenyl)propan-2-yl)-[1,1'-biphenyl]-2-carbonitrile